(2S,11aR)-7,9-difluoro-6-isopropoxy-8-methyl-2-((2-oxo-1,2,3,4-tetrahydro-1,6-naphthyridin-7-yl)oxy)-2,3,11,11a-tetrahydro-1H,5H-benzo[f]pyrrolo[2,1-c][1,4]oxazepin-5-one FC=1C(=C(C2=C(C(N3[C@@H](CO2)C[C@@H](C3)OC3=NC=C2CCC(NC2=C3)=O)=O)C1OC(C)C)F)C